C(C1=CC=CC=C1)OC1=C2N3[C@]4(CCC3=CC1=O)CCCCN(C2=O)C4 (6aS)-11-(benzyloxy)-3,4,5,6,7,8-hexahydro-2,6a-methano[1,4]diazonino[9,1,2-cd]indolizine-1,10-dione